FC=1C(=C(C=O)C=C(C1)\C=C\C1=NC=C(C=C1)N1CCCC1)O (E)-3-fluoro-2-hydroxy-5-(2-(5-(pyrrolidin-1-yl)pyridin-2-yl)vinyl)benzaldehyde